N-(tert-butyl)-3-(thiophen-2-yl)-5-amino-1,2,4-oxadiazole C(C)(C)(C)N1OC(=NC1C=1SC=CC1)N